(4-amino-[1,1'-biphenyl]-3-yl)acetonitrile NC1=C(C=C(C=C1)C1=CC=CC=C1)CC#N